O(C1=CC=CC=C1)CC(COC(CN(C)C)=O)OC1=CC=CC=C1 1,2-diphenoxy-3-(dimethylamino)acetoxypropane